((3aS,4R,6S,6aS)-6-(4-aminopyrrolo[2,1-f][1,2,4]triazin-7-yl)-4-cyano-2,2-dimethyltetrahydrofurano[3,4-d][1,3]dioxol-4-yl) methylcyclopropyl carbonate C(O[C@]1(O[C@H]([C@@H]2OC(O[C@@H]21)(C)C)C2=CC=C1C(=NC=NN12)N)C#N)(OC1(CC1)C)=O